4-(4-chloro-8-phenylpyrene-1-yl)-9-phenyl-9H-carbazole ClC=1C2=CC=C(C3=CC=C4C(=CC=C(C1)C4=C32)C3=CC=CC=C3)C3=CC=CC=2N(C4=CC=CC=C4C32)C3=CC=CC=C3